6-(4-chlorophenyl)-2-(3-fluorophenyl)-3-oxo-2,3-dihydropyridazine-4-carboxylic acid ClC1=CC=C(C=C1)C=1C=C(C(N(N1)C1=CC(=CC=C1)F)=O)C(=O)O